C(C)(C)(C)OC(=O)N1CC(C2=CC=CC=C12)N1C(N(C2=NC(=NC=C2C1)SC)C)=O 3-(1-methyl-7-methylsulfanyl-2-oxo-4H-pyrimido[4,5-d]pyrimidin-3-yl)indoline-1-carboxylic acid tert-butyl ester